CN1C=C(C=C(C1=O)C)C=1C=C(C=CC1OC1(CCCCC1)O)NS(=O)(=O)CC N-[3-(1,5-dimethyl-6-oxopyridin-3-yl)-4-(4-trans-hydroxycyclohexyl)oxyphenyl]ethanesulfonamide